5-[(2S)-3-{4-[3-(dimethylamino)prop-1-yn-1-yl]-2-fluorophenoxy}-2-methylpropyl]-1,3-thiazole-4-carboxylic acid ethyl ester C(C)OC(=O)C=1N=CSC1C[C@@H](COC1=C(C=C(C=C1)C#CCN(C)C)F)C